N-((5-bromopyridin-2-yl)methyl)-5,6,7,8-tetrahydroquinolin-8-amine BrC=1C=CC(=NC1)CNC1CCCC=2C=CC=NC12